[2-{3-(triphenylene-2-yl)phenyl}pyridin-3-yl]-9H-carbazole C1=C(C=CC=2C3=CC=CC=C3C3=CC=CC=C3C12)C=1C=C(C=CC1)C1=NC=CC=C1C1=CC=CC=2C3=CC=CC=C3NC12